N[C@H](C(=O)O)CCC1=NN=NN1CCC#N (2S)-2-amino-4-[1-(2-cyanoethyl)-1H-1,2,3,4-tetrazol-5-yl]butanoic acid